C(#N)C1=C(C=C(C=N1)C=1C(=CC(=C(C1)NC(=O)C1=CNC(C=C1C(F)(F)F)=O)N1C[C@H](N([C@H](C1)C)C)C)F)C |r| N-[5-(6-cyano-5-methylpyridin-3-yl)-4-fluoro-2-[rac-(3R,5S)-3,4,5-trimethylpiperazin-1-yl]phenyl]-6-oxo-4-(trifluoromethyl)-1H-pyridine-3-carboxamide